2-(2-(4-amino-1,2,5-oxadiazol-3-yl)-1H-benzo[d]imidazol-1-yl)-N-(4-isopropylphenyl)acetamide NC=1C(=NON1)C1=NC2=C(N1CC(=O)NC1=CC=C(C=C1)C(C)C)C=CC=C2